3-(6-(5-chloropyrimidin-2-yl)-6-azaspiro[2.5]octan-1-yl)propan-1-ol ClC=1C=NC(=NC1)N1CCC2(CC2CCCO)CC1